6-(6'-Acetamido-spiro[cyclopropane-1,3'-pyrrolo[3,2-c]pyridine]-1'(2'H)-yl)-2-(1,1-difluoroethyl)pyrimidine-4-carboxylic acid ethyl ester C(C)OC(=O)C1=NC(=NC(=C1)N1CC2(C=3C=NC(=CC31)NC(C)=O)CC2)C(C)(F)F